N-[(1-allylcyclopentyl)methyl]-4-nitro-benzenesulfonamide C(C=C)C1(CCCC1)CNS(=O)(=O)C1=CC=C(C=C1)[N+](=O)[O-]